((2R,3S,4R,5R)-5-((2-chloro-4-(cyclopentylamino)pyrrolo[2,1-f][1,2,4]triazin-7-yl)methyl)-3,4-dihydroxytetrahydrofuran-2-yl)methyl 2,2,2-trifluoroacetate FC(C(=O)OC[C@H]1O[C@@H]([C@@H]([C@@H]1O)O)CC1=CC=C2C(=NC(=NN21)Cl)NC2CCCC2)(F)F